6-(4-{[trans-4-{[4-(pentafluoro-λ6-sulfanyl)phenyl]Amino}cyclohexyl]sulfonyl}phenyl)imidazo[1,2-a]pyridine-3-carbonitrile FS(C1=CC=C(C=C1)N[C@@H]1CC[C@H](CC1)S(=O)(=O)C1=CC=C(C=C1)C=1C=CC=2N(C1)C(=CN2)C#N)(F)(F)(F)F